sulfoxymethyl carbonate C(OCOS(=O)(=O)O)([O-])=O